CC1=NN=C(C2=CC(=CC=C12)N1CCNS(CC1)(=O)=O)N[C@H](C)C1=C(C(=CC=C1)C(F)(F)F)C (R)-5-(1-methyl-4-((1-(2-methyl-3-(trifluoromethyl)phenyl)ethyl)amino)phthalazin-6-yl)-1,2,5-thiadiazepane 1,1-dioxide